{9-[(2-methylphenyl)methyl]-5-carbamoylcarbazol-4-yl}oxyacetic acid CC1=C(C=CC=C1)CN1C2=CC=CC(=C2C=2C(=CC=CC12)OCC(=O)O)C(N)=O